2-[3-[4-(1-methylpyrazolo[3,4-c]pyridin-4-yl)phenyl]-2-oxobenzimidazol-1-yl]-N-(2,2,2-trifluoroethyl)acetamide CN1N=CC=2C1=CN=CC2C2=CC=C(C=C2)N2C(N(C1=C2C=CC=C1)CC(=O)NCC(F)(F)F)=O